C12C(CCCC=C2CCCC1)=O bicyclo[5.4.0]undec-6-en-2-one